9-iodo-6-oxaspiro[4.5]decane IC1CCOC2(CCCC2)C1